CC1=CC(=NC(=C1)C(C)=O)C(C)=O 4-methyl-2,6-diacetylpyridine